tert-butyl N-[5-(3-acetylphenyl)-2-methyl-[1,2,4]triazolo[1,5-c]pyrimidin-7-yl]carbamate C(C)(=O)C=1C=C(C=CC1)C1=NC(=CC=2N1N=C(N2)C)NC(OC(C)(C)C)=O